Methyl 4-(2-methoxyethyl)amino-5-nitrothiophene-2-carboxylate COCCNC=1C=C(SC1[N+](=O)[O-])C(=O)OC